ClC=1C=C2CC(O[C@H](C2=CC1)C1C(C(CO1)O)O)O 5-[(1R)-6-chloro-3-hydroxy-isochroman-1-yl]Tetrahydrofuran-3,4-diol